CO[C@@H]1CC2(CC(CN2C1)=C)C(=O)OC methyl (2R)-2-methoxy-6-methylenetetrahydro-1H-pyrrolizin-7a(5H)-carboxylate